4-(1-((thiazol-5-ylmethyl)amino)ethyl)isoquinolin-1(2H)-one S1C=NC=C1CNC(C)C1=CNC(C2=CC=CC=C12)=O